5-{3-[(2-fluorophenyl)methoxy]azetidine-1-carbonyl}-6-methyl-N-(1-methylcyclopropyl)furo[2,3-d]pyrimidin-4-amine FC1=C(C=CC=C1)COC1CN(C1)C(=O)C1=C(OC=2N=CN=C(C21)NC2(CC2)C)C